C[C@H]1[C@H]2CC[C@@H](CN1)N2C(=O)OC(C)(C)C tert-Butyl (1R,2S,5S)-2-methyl-3,8-diazabicyclo[3.2.1]octane-8-carboxylate